ClC1=CC=C(C=C1)C1(CCC(CC1)(C)C)[2H] 1-chloro-4-(4,4-dimethylcyclohexyl-1-d)benzene